Z-pyrrolo[3,4-c]pyridine C=1NC=C2C=NC=CC21